N(=[N+]=[N-])CCOCCOCCNC(C(C)(C)SC(=S)CCCCCCCCCCCC)=O N-(8-azido-3,6-dioxaoct-1-yl)-2-(dodecylthiocarbonylthio)-2-methylpropanamide